OC(CNC(C(=C)C)=O)C N-(2-hydroxypropyl)methylpropenamide